5-(8-(7-Acetyl-3-ethyl-5,6,7,8-tetrahydroimidazo[1,5-a]pyrazin-1-yl)isoquinolin-3-yl)-N-(4-(2-(2,6-dioxopiperidin-3-yl)-1-oxoisoindolin-4-yl)phenethyl)picolinamide C(C)(=O)N1CC=2N(CC1)C(=NC2C=2C=CC=C1C=C(N=CC21)C=2C=CC(=NC2)C(=O)NCCC2=CC=C(C=C2)C2=C1CN(C(C1=CC=C2)=O)C2C(NC(CC2)=O)=O)CC